C(\C=C/CCCCCC)C(C(=O)O)CCNC(C(CCC(=O)NC(CC(=O)NCCCCCCCCCCCC)C(NCCCCCCCCCCCC)=O)N)=O.OC1CCCC=C1 1-hydroxy-1,3-dihydrobenzol [(Z)-non-2-enyl]-4-[[2-amino-5-[[3-(dodecylamino)-1-(dodecylcarbamoyl)-3-oxo-propyl]amino]-5-oxo-pentanoyl]amino]butanoate